methyl-(azobisisobutyric acid) CCC(C(=O)O)(C)N=NC(C(=O)O)(C)C